(S)-4-(((4-(1-cyclopropyl-3-ethoxy-3-oxopropyl)pyridin-2-yl)oxy)methyl)piperidine-1-carboxylic acid tert-butyl ester C(C)(C)(C)OC(=O)N1CCC(CC1)COC1=NC=CC(=C1)[C@@H](CC(=O)OCC)C1CC1